2-(2-phenylethyl)decanoic acid C1(=CC=CC=C1)CCC(C(=O)O)CCCCCCCC